C(C)(C)(C)OC(=O)N1C(=CC=2N=C(SC21)C2CCN(CC2)C(=O)OC(C)(C)C)C=2C(=C(C=1N(C2)N=CN1)C)C 2-(1-(tert-Butoxycarbonyl)piperidin-4-yl)-5-(7,8-dimethyl-[1,2,4]triazolo[1,5-a]pyridin-6-yl)-4H-pyrrolo[3,2-d]thiazole-4-carboxylic acid tert-butyl ester